4-(5-(4-(5,5-dimethyl-2-oxopiperidin-1-yl)phenyl)pyridin-3-yl)-7-methyl-8,9-dihydropyrido[3',2':4,5]pyrrolo[1,2-a]pyrazin-6(7H)-one CC1(CCC(N(C1)C1=CC=C(C=C1)C=1C=C(C=NC1)C1=CC=NC2=C1C=C1N2CCN(C1=O)C)=O)C